7-(2-methoxyvinyl)-5-(quinolin-3-yl)pyrrolo[2,1-f][1,2,4]triazin-4-amine COC=CC1=CC(=C2C(=NC=NN21)N)C=2C=NC1=CC=CC=C1C2